C(CC=C)N1C(N=C2C(C1=O)=CC=CN2CC=2C=NC(=CC2)Cl)=O 3-(but-3-en-1-yl)-8-((6-chloropyridin-3-yl)methyl)pyrido[2,3-d]pyrimidine-2,4(3h,8h)-dione